1-methyl-4-(3-(piperidin-4-yl)-1H-pyrazol-5-yl)-1H-pyrrole CN1C=CC(=C1)C1=CC(=NN1)C1CCNCC1